(1R,5S,6S)-6-((1-(4-isopropoxyphenyl)-3-methoxy-3-oxopropyl)amino)-3-azabicyclo[3.1.0]hexane-3-carboxylic acid tert-butyl ester C(C)(C)(C)OC(=O)N1C[C@@H]2C([C@@H]2C1)NC(CC(=O)OC)C1=CC=C(C=C1)OC(C)C